NC=1C=2N(C3=CC(=C(C=C3N1)F)C(=O)N([C@@H]1COC3=C1C=CC(=C3)C#CC3(COC3)C)C)C=NC2 (S)-4-amino-7-fluoro-N-methyl-N-(6-((3-methyloxetan-3-yl)ethynyl)-2,3-dihydrobenzofuran-3-yl)imidazo[1,5-a]quinoxaline-8-carboxamide